C(=CC1=CC=CC=C1)C1=NC(=NC(=N1)C(Cl)(Cl)Cl)C(Cl)(Cl)Cl styryl-bis(trichloromethyl)-s-triazine